4-methylcyclohexa-2,5-dien-1-one CC1C=CC(C=C1)=O